CN(C(=O)C=1NC2=C(C(=CC(=C2C1)C1=C(C=C(C=C1)C1C(CN(CC1)C(=O)[O-])(F)F)F)C=1CN(CCC1)C(C(C)C)=O)F)C 4-(4-(2-(dimethylcarbamoyl)-7-fluoro-6-(1-isobutyryl-1,2,5,6-tetrahydropyridin-3-yl)-1H-indol-4-yl)-3-fluorophenyl)-3,3-difluoropiperidine-1-carboxylate